3-bromo-5-[(R)-cyclopropyl-(methoxy)methyl]-1-methyl-1H-pyrazole BrC1=NN(C(=C1)[C@H](OC)C1CC1)C